CN1CCN(CC1)CCCOC1=CC(=NC=C1)N 4-[3-(4-Methylpiperazin-1-yl)propoxy]pyridin-2-amine